2-(3-(aminomethyl)-1-(1-(4-(propan-2-ylidene)cyclohexyl)piperidin-4-yl)-1H-pyrrolo[2,3-b]pyridin-2-yl)ethyl carbamate C(N)(OCCC1=C(C=2C(=NC=CC2)N1C1CCN(CC1)C1CCC(CC1)=C(C)C)CN)=O